OC1=C(C(=C(C=C1OC)C(C)=O)[N+](=O)[O-])OC 1-(4-hydroxy-3,5-dimethoxy-2-nitrophenyl)ethan-1-one